2,5-bis(5-t-butyl-2-benzoxazolyl)thiophene 5'-(4-carboxyphenyl)-2',4',6'-trimethyl-[1,1':3',1''-terphenyl]-4,4''-dicarboxylate C(=O)(O)C1=CC=C(C=C1)C=1C(=C(C(=C(C1C)C1=CC=C(C=C1)C(=O)O)C)C1=CC=C(C=C1)C(=O)O)C.C(C)(C)(C)C=1C=CC2=C(N=C(O2)C=2SC(=CC2)C=2OC3=C(N2)C=C(C=C3)C(C)(C)C)C1